C(C)N=C=NC1=CC(=CC=C1)N(C)C 1-ethyl-3-(3-dimethylaminophenyl)carbodiimide